zinc mercury oxysulfide O=S.[Hg].[Zn]